(12S,13R)-12,13-dimethyl-8,11,14-trioxa-4,5,19,20-tetraazatetracyclo[13.5.2.12,5.018,21]tricosa-1(20),2(23),3,15(22),16,18(21)-hexaene C[C@@H]1OCCOCCN2N=CC(C3=NNC=4C=CC(O[C@@H]1C)=CC34)=C2